C(C)OC(=O)C1(CCCC1)NC(\C=C\C1=CC(=C(C=C1)OCC1=CC(=CC=C1)C)OC)=O (E)-1-(3-(3-methoxy-4-((3-methylbenzyl)oxy)phenyl)acrylamido)cyclopentane-1-carboxylic acid ethyl ester